2-{(4aR,5aR)-3-[(2R,6S)-2,6-Dimethylmorpholin-4-carbonyl]-4,4a,5,5a-tetrahydro-1H-cyclopropa[4,5]cyclopenta[1,2-c]pyrazol-1-yl}-1-[4-(2,3-dimethylphenyl)piperazin-1-yl]ethan-1-on C[C@@H]1CN(C[C@@H](O1)C)C(=O)C=1C2=C(N(N1)CC(=O)N1CCN(CC1)C1=C(C(=CC=C1)C)C)[C@H]1[C@@H](C2)C1